FC(C(=O)O)(F)F.O1C(CC2C1CNC2)C(=O)N hexahydro-2H-furo[2,3-c]pyrrole-2-carboxamide trifluoroacetate salt